FC(N1C(C=CC(=C1)B1OC(C(O1)(C)C)(C)C)=N)F 1-(difluoromethyl)-5-(4,4,5,5-tetramethyl-1,3,2-dioxaborolan-2-yl)pyridin-2(1H)-imine